C1(=CC=CC=C1)C(=C(CC1=NC=CC=C1C)C1=CC=C(C=C1)OC(F)(F)F)C1=CC=CC=C1 2-(3,3-diphenyl-2-(4-(trifluoromethoxy)phenyl)allyl)-3-methylpyridine